C(#C)C1=CC2=C(C(C=3NC4=CC(=CC=C4C3C2=O)C#N)(C)C)C=C1N1CCC(CC1)N1CCOCC1 9-ethynyl-6,6-dimethyl-8-(4-morpholinopiperidin-1-yl)-11-oxo-6,11-dihydro-5H-benzo[b]carbazole-3-carbonitrile